N-(5-hydroxypentyl)-4-(octyloxy)benzamide OCCCCCNC(C1=CC=C(C=C1)OCCCCCCCC)=O